2,2-dimethyl-propionic acid 2-allyl-4-benzoyl-phenyl ester C(C=C)C1=C(C=CC(=C1)C(C1=CC=CC=C1)=O)OC(C(C)(C)C)=O